C1OCC2(C3=CC(=CC=C13)C1CCC3=CCCN13)CC2 3-(spiro[cyclopropan-1,4'-isochromane]-6'-yl)tetrahydro-1H-pyrrolizine